2-(2-((7-bromo-3-fluorobenzofuran-5-yl)methoxy)-4-methylphenyl)acetic acid ethyl ester C(C)OC(CC1=C(C=C(C=C1)C)OCC=1C=C(C2=C(C(=CO2)F)C1)Br)=O